1-t-Butoxycarbonyl-5-bromo-6-ethoxyindazole C(C)(C)(C)OC(=O)N1N=CC2=CC(=C(C=C12)OCC)Br